C(CCCCCCCCCCC\C=C/CCCCCCCC)(=O)O cis-erucic acid